(Z)-1,4-diethoxy-1,4-dioxobut-2-en-2-ol sodium [Na].C(C)OC(/C(=C/C(=O)OCC)/O)=O